3-(difluoromethoxy)-5-((1-(4-methoxybenzyl)-6-oxo-4-(trifluoromethyl)-1,6-dihydropyrimidin-5-yl)oxy)benzonitrile FC(OC=1C=C(C#N)C=C(C1)OC1=C(N=CN(C1=O)CC1=CC=C(C=C1)OC)C(F)(F)F)F